[O-]S(=O)(=O)C(F)(F)F.C(C)(C)(C)OC(=O)COC1=CC=C(C=C1)[S+](C1=CC=C(C=C1)OCC(=O)OC(C)(C)C)C1=CC=C(C=C1)OCC(=O)OC(C)(C)C tris(4-(t-butoxycarbonylmethoxy)phenyl)sulfonium triflate